ClC=1C=C2C=NC(=NC2=CC1C1CCN(CC1)CCC#N)NC=1C=NN(C1Cl)C1(CC1)C 3-[4-(6-chloro-2-{[5-chloro-1-(1-methylcyclopropyl)-1H-pyrazol-4-yl]amino}quinazolin-7-yl)piperidin-1-yl]propanenitrile